CCC(CCCC=O)=O heptane-3,7-dione